Tert-butyl 2-(2-(4-(((3R,3aR,6R,6aR)-6-(benzyloxy)hexahydrofuro[3,2-b]furan-3-yl)oxy)phenyl)-5-((3,4-dimethoxybenzyl)amino)-6-oxopyrimidin-1(6H)-yl)acetate C(C1=CC=CC=C1)O[C@@H]1CO[C@H]2[C@@H]1OC[C@H]2OC2=CC=C(C=C2)C=2N(C(C(=CN2)NCC2=CC(=C(C=C2)OC)OC)=O)CC(=O)OC(C)(C)C